C1(=CC=CC=C1)N(C(COC1=CC=C(C=C1)C(F)(F)F)=O)CC=1SC=CC1 N-phenyl-N-(thiophen-2-ylmethyl)-2-(4-(trifluoromethyl)phenoxy)acetamide